N-ethoxy-1H-pyrazole C(C)ON1N=CC=C1